Muconolacton C1(\C=C\C=C\CO1)=O